3-(methacryloyloxyethyl)-2-trifluoromethyl-oxetane C(C(=C)C)(=O)OCCC1C(OC1)C(F)(F)F